ClC1=C(C=CC=C1)[C@H]1[C@H](CN(C1)C1CC1)C(=O)O (3R,4R)-4-(2-chlorophenyl)-1-cyclopropylpyrrolidine-3-carboxylic acid